Cl.N[C@H](C(=O)OCC1=CC(=NC(=C1)Cl)Cl)CCCCCCCCCC (2,6-Dichloropyridin-4-yl)methyl (S)-2-aminododecanoate hydrochloride